Methyl (1s,3s)-3-((tert-butyldiphenylsilyl)oxy)cyclobutane-1-carboxylate [Si](C1=CC=CC=C1)(C1=CC=CC=C1)(C(C)(C)C)OC1CC(C1)C(=O)OC